The molecule is a tetrapeptide composed of L-alanine, L-valine, and two L-proline units joined in sequence by peptide linkages. It has a role as a metabolite. It derives from a L-alanine, a L-valine and a L-proline. C[C@@H](C(=O)N[C@@H](C(C)C)C(=O)N1CCC[C@H]1C(=O)N2CCC[C@H]2C(=O)O)N